C(CC)([S-])[S-] propanedithiolate